4-((S)-1-((R)-1-((2'-cyano-4'-hydroxy-[1,1'-biphenyl]-3-yl)methyl)pyrrolidine-2-carboxamido)ethyl)benzoic acid C(#N)C1=C(C=CC(=C1)O)C1=CC(=CC=C1)CN1[C@H](CCC1)C(=O)N[C@@H](C)C1=CC=C(C(=O)O)C=C1